5-azaspiro[2.4]heptane-4,5-dicarboxylic acid, 5-(1,1-dimethylethyl) ester C1CC12C(N(CC2)C(=O)OC(C)(C)C)C(=O)[O-]